3-(5-((7-(((3as,6as)-hexahydro-2,5-methanopentalen-3a(1H)-yl)amino)heptyl)amino)-4-oxo-2-(trifluoromethyl)quinazolin-3(4H)-yl)piperidine-2,6-dione C1C2CC3(CC(CC13)C2)NCCCCCCCNC2=C1C(N(C(=NC1=CC=C2)C(F)(F)F)C2C(NC(CC2)=O)=O)=O